(4aR,6R,7R,8aR)-7-hydroxy-2,2-dimethyl-8-(4-(3,4,5-trifluorophenyl)-1H-1,2,3-triazol-1-yl)hexahydropyrano[3,2-d][1,3]dioxine-6-carboxylic acid methyl ester COC(=O)[C@H]1[C@@H](C([C@H]2OC(OC[C@H]2O1)(C)C)N1N=NC(=C1)C1=CC(=C(C(=C1)F)F)F)O